2-{6-bromo-4-[1-(3-nitro-5-trifluoromethyl-phenyl)-ethylamino]-quinazolin-2-ylamino}-ethanol BrC=1C=C2C(=NC(=NC2=CC1)NCCO)NC(C)C1=CC(=CC(=C1)C(F)(F)F)[N+](=O)[O-]